3-fluoro-6-methoxy-4-(4-methylpiperazin-1-yl)aniline FC=1C=C(N)C(=CC1N1CCN(CC1)C)OC